C(=O)O.C(C)(C)(C)C=1C=NN(C(C1)=O)CC1=CC2=NC=CC(=C2S1)C=1C=C(C=C2CCCN(C12)[C@@H]1CNC(C1)(C)C)C#N (S)-8-(2-((4-(tert-butyl)-6-oxopyridazin-1(6H)-yl)methyl)thieno[3,2-b]pyridin-7-yl)-1-(5,5-dimethylpyrrolidin-3-yl)-1,2,3,4-tetrahydroquinoline-6-carbonitrile, formic acid salt